N1(N=CC=C1)C=1C=C2CNCC2=CC1 5-(1H-pyrazol-1-yl)isoindoline